tert-butyl 3-(7-bromo-6,8-difluoro-5-methoxy-2-((1-(morpholinomethyl)cyclopropyl)methoxy)quinazolin-4-yl)-3,8-diazabicyclo[3.2.1]octane-8-carboxylate BrC1=C(C(=C2C(=NC(=NC2=C1F)OCC1(CC1)CN1CCOCC1)N1CC2CCC(C1)N2C(=O)OC(C)(C)C)OC)F